[Br-].CC=1SC(=CC1CCCCCC[N+]1=CN(C=C1)C)C 3-[6-(2,5-dimethylthiophen-3-yl)hexyl]-1-methyl-1H-imidazol-3-ium bromide